CSSCCC Methylpropyl disulphide